BrC1=CC=C(C=C1)N1N=NC=C1 1-(4-bromophenyl)-1H-triazole